ClC1=C(C=CC=C1)[C@H](C)NC=1C=C(C(=NC1F)C(=O)N[C@H](C)\C=C\S(=O)(=O)C)F 5-(((S)-1-(2-chlorophenyl)ethyl)amino)-3,6-difluoro-N-((R,E)-4-(methylsulfonyl)but-3-en-2-yl)picolinamide